NC=1C=CC(=C2CN(C(C12)=O)CC(C#N)CCl)C=1C=C2C(=NNC2=CC1)C=1C=NC=CC1 2-({7-amino-1-oxo-4-[3-(pyridin-3-yl)-1H-indazol-5-yl]-2,3-dihydro-1H-isoindol-2-yl}methyl)-3-chloropropanenitrile